methyl-3,4-dihydromethylenebenzenepropanal CC1=C(C=CCC1=C)CCC=O